C(CCCCC(C)C)[Sn](CCCCCCCC)(CCCCCCCC)CCCCCC(C)C di(isooctyl)di(n-octyl)tin (IV)